COC1=CC=C(C=N1)[C@H](CC(=O)O)C=1SC(=CN1)CCCC1=NC=2NCCCC2C=C1 (S)-3-(6-methoxypyridin-3-yl)-3-(5-(3-(5,6,7,8-tetrahydro-1,8-naphthyridin-2-yl)propyl)thiazol-2-yl)propionic acid